ClC1=CC(=C(CNC(=O)C=2SC(=CC2)S(=O)(=O)NC)C=C1)C(F)(F)F N-(4-chloro-2-(trifluoromethyl)benzyl)-5-(N-methylaminosulfonyl)thiophene-2-carboxamide